OC1=CC=CC=C1C hydroxy-6-methylbenzene